N(=O)NCCO N-Nitrosoethanolamine